N-(6-((5-bromo-2-((5-methyl-2-methoxy-4-(4-(4-methylpiperazin-1-yl)piperidin-1-yl)phenyl)amino)pyrimidin-4-yl)amino)quinoxalin-5-yl)methanesulfonamide BrC=1C(=NC(=NC1)NC1=C(C=C(C(=C1)C)N1CCC(CC1)N1CCN(CC1)C)OC)NC=1C(=C2N=CC=NC2=CC1)NS(=O)(=O)C